OC1=CC=C(C=C1)C=O (4-hydroxyphenyl)methanone